Butyl N-[(1R)-2-[(4aR,8aS)-3,4,4a,5,6,7,8,8a-octahydro-2H-quinolin-1-yl]-1-[[tert-butyl(diphenyl)silyl]oxymethyl]-2-oxo-ethyl]carbamate N1(CCC[C@H]2CCCC[C@H]12)C([C@@H](CO[Si](C1=CC=CC=C1)(C1=CC=CC=C1)C(C)(C)C)NC(OCCCC)=O)=O